2-trifluoromethyl-3-iodo-5-fluoro-1-[[2-(trimethylsilyl)ethoxy]methyl]-1H-indole FC(C=1N(C2=CC=C(C=C2C1I)F)COCC[Si](C)(C)C)(F)F